2-((4-methoxyphenyl)sulfinyl)-1-(5-(5-(trifluoromethyl)-1,2,4-oxadiazol-3-yl)pyridin-2-yl)ethan-1-one Methyl-Isoheptanoate COC(CCCC(C)C)=O.COC1=CC=C(C=C1)S(=O)CC(=O)C1=NC=C(C=C1)C1=NOC(=N1)C(F)(F)F